S(=O)(=O)(ON1[C@@H]2CC[C@H](N(C1=O)C2)C(NC(=O)C2CC(CC2)N)=N)O (2S,5R)-2-(N-(3-aminocyclopentane-1-carbonyl) carbamimidoyl)-7-oxo-1,6-diazabicyclo[3.2.1]octan-6-yl hydrogen sulfate